ClC1=C(C=C(OCC(=O)N[C@H]2CC[C@@H](NC2)C(=O)NCC2=NOC(=C2)C(F)(F)F)C=C1)F (2r,5s)-5-[2-(4-chloro-3-fluorophenoxy)acetamido]-N-{[5-(trifluoromethyl)-1,2-oxazol-3-yl]methyl}piperidine-2-carboxamide